C=C1C[C@@H]2CCC(N2C1)=O (S)-2-methylene-5-oxotetrahydro-1H-pyrrolizine